2-Methyl-6-(4'-(Methylsulfonyl)-[1,1'-Biphenyl]-4-yl)-1H-benzo[d]Imidazol CC1=NC2=C(N1)C=C(C=C2)C2=CC=C(C=C2)C2=CC=C(C=C2)S(=O)(=O)C